2-(3,5-Dimethyl-1-(4-(5-(trifluoromethyl)-1,2,4-oxadiazol-3-yl)phenyl)-1H-pyrazol-4-yl)acetic acid CC1=NN(C(=C1CC(=O)O)C)C1=CC=C(C=C1)C1=NOC(=N1)C(F)(F)F